Tris(dichloroisopropyl)-phosphat ClCC(C)(Cl)OP(=O)(OC(CCl)(C)Cl)OC(CCl)(C)Cl